4-[(3-methoxy-4-{5-[(N-methylmethanesulfonamido)methyl]-1,2,4-oxadiazol-3-yl}pyridin-2-yl)amino]-N-(2H3)methyl-6-(3-methylbutanamido)pyridazine-3-carboxamide COC=1C(=NC=CC1C1=NOC(=N1)CN(S(=O)(=O)C)C)NC1=C(N=NC(=C1)NC(CC(C)C)=O)C(=O)NC([2H])([2H])[2H]